2-[(1r,4r)-4-[[3-(3-methylsulfonylphenyl)imidazo[1,2-b]pyridazin-6-yl]amino]cyclohexyl]propane-2-ol CS(=O)(=O)C=1C=C(C=CC1)C1=CN=C2N1N=C(C=C2)NC2CCC(CC2)C(C)(C)O